OCC[N+](CCCCCCCCCCCCCCCCCC)(CCO)[O-] bis(2-hydroxyethyl)stearylamine oxide